N[C@H](COC1=C(C#N)C=C(C=C1)C1=CC(=NC=C1)C(F)(F)F)CC(C)C (S)-2-((2-amino-4-methylpentyl)oxy)-5-(2-(trifluoromethyl)pyridin-4-yl)benzonitrile